2-phenyl-N-(5-(thiophen-2-yl)-1,3,4-oxadiazol-2-yl)acetamide C1(=CC=CC=C1)CC(=O)NC=1OC(=NN1)C=1SC=CC1